COCCC12CNCC(CC1)N2C(=O)[O-] 1-(2-methoxyethyl)-3,8-diazabicyclo[3.2.1]octane-8-carboxylate